FC(C=1C=C(C=C(C1)C(F)(F)F)NC1=NC2=C(N1)C=C(C=C2)OC(F)(F)F)(F)F N-(3,5-bis(trifluoromethyl)phenyl)-6-(trifluoromethoxy)-1H-benzo[d]imidazol-2-amine